4-(2-phenylmorpholino)-N-(quinolin-8-yl)picolinamide C1(=CC=CC=C1)C1OCCN(C1)C1=CC(=NC=C1)C(=O)NC=1C=CC=C2C=CC=NC12